4-(4-amino-6-fluoro-1-(4-fluorophenyl)-2-(1-methoxy-2-methylpropan-2-yl)-1H-indol-3-yl)benzoic acid NC1=C2C(=C(N(C2=CC(=C1)F)C1=CC=C(C=C1)F)C(COC)(C)C)C1=CC=C(C(=O)O)C=C1